heptadecyl fluorooctyl-sulfonate FCCCCCCCCS(=O)(=O)OCCCCCCCCCCCCCCCCC